ClC=1C=C2NC(C=3N(C2=C(C1C1=C2C=NN(C2=CC(=C1)F)CC(F)F)F)C(=NN3)C)(C)C 7-Chloro-8-[1-(2,2-difluoro-ethyl)-6-fluoro-1H-indazol-4-yl]-9-fluoro-1,4,4-trimethyl-5H-[1,2,4]triazolo[4,3-a]quinoxaline